1-(4-(3-amino-3-oxopropyl)phenyl)cyclopropane-1-carboxylic acid methyl ester COC(=O)C1(CC1)C1=CC=C(C=C1)CCC(=O)N